CN1C(=NC2=C(C=C(C=C2C1=O)C)[C@@H](C)NC1=C(C(=O)O)C=CC=C1)N1CCOCCC1 (R)-2-((1-(3,6-dimethyl-2-(1,4-oxazepan-4-yl)-4-oxo-3,4-dihydroquinazolin-8-yl)ethyl)amino)benzoic acid